BrC1=CC=C2C(=N1)N(C(=C2)C2=NC1=C(N2C)C(=CC(=C1)C(=O)[O-])OC)CCCCCCCC(=O)OC(C)(C)C 2-[6-bromo-1-(8-tert-butoxy-8-oxo-octyl)pyrrolo[2,3-b]pyridin-2-yl]-7-methoxy-1-methyl-benzimidazole-5-carboxylate